[C@@H]1(CCC12OCCO2)N2N=CC(=C2)C=2C(=C(C=CC2)NC2=CC(=NC=C2C(=O)N)NC(=O)C2CC2)OC (S)-4-((3-(1-(5,8-dioxaspiro[3.4]octan-1-yl)-1H-pyrazol-4-yl)-2-methoxyphenyl)amino)-6-(cyclopropanecarboxamido)nicotinamide